2-chloro-N-((3R,4S)-1-(5-(6-ethoxy-1H-pyrazolo[3',4':3,4]pyrazolo[1,5-a]pyridin-4-yl)pyridin-2-yl)-3-hydroxypiperidin-4-yl)-6-methylbenzamide ClC1=C(C(=O)N[C@@H]2[C@@H](CN(CC2)C2=NC=C(C=C2)C=2C=3N(C=C(C2)OCC)N=C2C3C=NN2)O)C(=CC=C1)C